1-ethyl-5-(4-fluorophenyl)-6-methyl-4-oxo-1,4-dihydropyridine-3-carboxylic acid C(C)N1C=C(C(C(=C1C)C1=CC=C(C=C1)F)=O)C(=O)O